COC1=C2N=C(N(C2=NC(=N1)NC1=NNC(=C1)C)C1CC2CCC(C1)N2CCC#N)C 3-((3-exo)-3-(6-methoxy-8-methyl-2-((5-methyl-1H-pyrazol-3-yl)amino)-9H-purin-9-yl)-8-azabicyclo[3.2.1]octan-8-yl)propionitrile